CC1=C(C=NO1)C(=O)NC1=CC=C(C=C1)C(F)(F)F 5-methyl-N-[4-(trifluoromethyl)phenyl]-isoxazole-4-carboxamide